methyl 3-bromo-5-methyl-6-(propylcarbamoyl)picolinate BrC=1C(=NC(=C(C1)C)C(NCCC)=O)C(=O)OC